N-(5-((4-(bicyclo[1.1.1]pentan-1-ylamino)-5-methoxypyrimidin-2-yl)amino)-2-((2-(dimethylamino)ethyl)(methyl)amino)-4-methoxyphenyl)acrylamide C12(CC(C1)C2)NC2=NC(=NC=C2OC)NC=2C(=CC(=C(C2)NC(C=C)=O)N(C)CCN(C)C)OC